C(C1=CC=CC=C1)N1C(NC2=C1C=C(C=C2)NC(C(C)(C)C)=O)=O N-(3-benzyl-2-oxo-2,3-dihydro-1H-benzo[d]imidazol-5-yl)pivalamide